O=C1C(C[C@H](N1C(=O)OC(C)(C)C)C(=O)OCC)C(=O)OCC 1-(t-butyl) 2,4-diethyl (2S)-5-oxopyrrolidine-1,2,4-tricarboxylate